BrC1=C(C=2N(C=C1)N(C(C2)=O)C(F)F)F 5-bromo-1-(difluoromethyl)-4-fluoropyrazolo[1,5-a]pyridin-2-one